(1R,3R)-3-hydroxy-1-[(2-methylpropan-2-sulfinyl)amino]-8-azaspiro[4.5]decane-8-carboxylic acid tert-butyl ester C(C)(C)(C)OC(=O)N1CCC2(C[C@H](C[C@H]2NS(=O)C(C)(C)C)O)CC1